(3-(4-bromophenyl)-5-oxopyrrolidin-3-yl)acetic acid ethyl ester C(C)OC(CC1(CNC(C1)=O)C1=CC=C(C=C1)Br)=O